rac-5-cyclopropyl-2-(trans-2-hydroxycyclopentyl)-6-(4-(1H-pyrazol-1-yl)benzyl)isoindolin-1-one C1(CC1)C=1C=C2CN(C(C2=CC1CC1=CC=C(C=C1)N1N=CC=C1)=O)[C@H]1[C@@H](CCC1)O |r|